4-(1-methyl-1H-pyrazol-4-yl)isoindoline-2-carbonitrile CN1N=CC(=C1)C1=C2CN(CC2=CC=C1)C#N